FC(C(=O)N1[C@H](CN(CC1)C1=NC(=NC=2CC3(CCC12)C(N(C1=CC=CC=C13)C)=O)OC[C@H]1N(CCC1)C)CC#N)=C 2-((2S)-1-(2-fluoroacryloyl)-4-(1-methyl-2'-(((S)-1-methylpyrrolidin-2-yl)methoxy)-2-oxo-5',8'-dihydro-6'H-spiro[indoline-3,7'-quinazolin]-4'-yl)piperazin-2-yl)acetonitrile